1,1',1'',1'''-(4-(2-(6-phenylpyridin-2-yl)phenyl)pyridine-2,3,5,6-tetrayl)tetrakis(9-phenyl-9H-carbazole) C1(=CC=CC=C1)C1=CC=CC(=N1)C1=C(C=CC=C1)C1=C(C(=NC(=C1C1=CC=CC=2C3=CC=CC=C3N(C12)C1=CC=CC=C1)C1=CC=CC=2C3=CC=CC=C3N(C12)C1=CC=CC=C1)C1=CC=CC=2C3=CC=CC=C3N(C12)C1=CC=CC=C1)C1=CC=CC=2C3=CC=CC=C3N(C12)C1=CC=CC=C1